NC1=C(C=C(C=N1)C=1C=C2N(N1)CCC21CN(C1)C(=O)N[C@H](C)C1=CC(=NC=C1)C#N)C(F)(F)F 2'-[6-amino-5-(trifluoromethyl)pyridin-3-yl]-N-[(1R)-1-(2-cyanopyridin-4-yl)ethyl]-5',6'-dihydrospiro[azetidine-3,4'-pyrrolo[1,2-b]pyrazole]-1-carboxamide